FC1=C(C=C(C=C1)C1(CC1)N)C(F)(F)F 1-[4-fluoro-3-(trifluoromethyl)phenyl]cyclopropan-1-amine